FN1CCCC1 (3R)-FLUOROPYRROLIDINE